(6-bromo-4-(bromomethyl)quinolin-3-yl)(methyl)carbamic acid tert-butyl ester C(C)(C)(C)OC(N(C)C=1C=NC2=CC=C(C=C2C1CBr)Br)=O